BrC1=C(CN[C@@H](CCOCCCCC2=NC=3NCCCC3C=C2)C(=O)O)C(=CN=C1F)Cl N-(3-bromo-5-chloro-2-fluoroisonicotinyl)-O-(4-(5,6,7,8-tetrahydro-1,8-naphthyridin-2-yl)butyl)-homoserine